4-[[(S)-1-[3-[methyl-(2-methyl-1,3-benzoxazol-6-yl)carbamoyl]phenyl]-3-(trifluoromethyl)-4,5,6,7-tetrahydroindazol-7-yl]oxy]benzoic acid CN(C(=O)C=1C=C(C=CC1)N1N=C(C=2CCC[C@@H](C12)OC1=CC=C(C(=O)O)C=C1)C(F)(F)F)C1=CC2=C(N=C(O2)C)C=C1